4-bromo-1,1,1-trifluoro-2,2-dimethylbutane BrCCC(C(F)(F)F)(C)C